CC1=NOC(=N1)O 3-methyl-1,2,4-oxadiazol-5-ol